2-(cyclopentylsulfinyl)-1-(5-(5-(trifluoromethyl)-1,2,4-oxadiazol-3-yl)pyridin-2-yl)ethan-1-one C1(CCCC1)S(=O)CC(=O)C1=NC=C(C=C1)C1=NOC(=N1)C(F)(F)F